trimethylphenylsilole CC=1C(=C([SiH](C1)C1=CC=CC=C1)C)C